(5-Hydroxy-5-(trifluoromethyl)tetrahydro-2H-pyran-2-yl)-3,7-dimethyl-1H-purine-2,6(3H,7H)-dione OC1(CCC(OC1)N1C(N(C=2N=CN(C2C1=O)C)C)=O)C(F)(F)F